C(C)OC(CN1N=C2C=C(C=C(C2=C1)F)Br)=O 2-(6-bromo-4-fluoro-indazol-2-yl)acetic acid ethyl ester